(3R)-3-({2-[5-(trifluoromethyl)pyridin-3-yl][1,2,4]triazolo[1,5-c]quinazolin-5-yl}amino)azepan FC(C=1C=C(C=NC1)C1=NN2C(=NC=3C=CC=CC3C2=N1)N[C@H]1CNCCCC1)(F)F